CC1=C(C=NN1CC(C)(C)C)C=1C(=NC(=CC1)N1CC2=C(C=CC=C2CC1)C(NC=1SC2=NC=CC=C2N1)=O)C(=O)NS(=O)(=O)CCCCCC(=O)OCC 1-Ethyl 6-(N-(3-(5-methyl-1-neopentyl-1H-pyrazol-4-yl)-6-(8-(thiazolo[5,4-b]pyridin-2-ylcarbamoyl)-3,4-dihydroisoquinolin-2(1H)-yl)picolinoyl)sulfamoyl)hexanoate